[Ni].C(C)C(CN)CCCC 2-ethylhexyl-amine nickel